dimethyl 2-(2-methoxy-5-(methylthio) pyridin-4-yl)-2-methylmalonate COC1=NC=C(C(=C1)C(C(=O)OC)(C(=O)OC)C)SC